tert-butyl (6-((6-(3-oxa-6-azabicyclo[3.1.1]heptan-6-yl)-2-methylpyridin-3-yl)amino)spiro[3.3]heptan-2-yl)carbamate C12COCC(N1C1=CC=C(C(=N1)C)NC1CC3(CC(C3)NC(OC(C)(C)C)=O)C1)C2